6-(3-amino-5-fluoro-6-(4-((3S,5R)-3,4,5-trimethylpiperazin-1-yl)phenyl)pyrazin-2-yl)-4-methylisoquinolin-1(2H)-one NC=1C(=NC(=C(N1)F)C1=CC=C(C=C1)N1C[C@@H](N([C@@H](C1)C)C)C)C=1C=C2C(=CNC(C2=CC1)=O)C